Cl.NCC1C(C1)C(=O)OC methyl 2-(aminomethyl)cyclopropanecarboxylate hydrochloride salt